N1(C=NC=C1)C=1C=C(CN(CCC2=CC=C(C=C2)N2N=C(N=N2)C2=C(C=C(C(=C2)OC)OC)[N+](=O)[O-])CC=2C=C3C=NN(C3=CC2)C)C=CC1 N-(3-(1H-Imidazol-1-yl)benzyl)-2-(4-(5-(4,5-dimethoxy-2-nitrophenyl)-2H-tetrazol-2-yl)phenyl)-N-((1-methyl-1H-indazol-5-yl)methyl)ethan-1-amine